(R)-N-(1-cyclobutylpiperidin-3-yl)-2-(8-isopropyl-5-oxothieno[3',2':4,5]pyrrolo[1,2-d][1,2,4]triazin-6(5H)-yl)acetamide formate C(=O)O.C1(CCC1)N1C[C@@H](CCC1)NC(CN1N=C(N2C(C1=O)=CC1=C2SC=C1)C(C)C)=O